FC=1C=C(N)C=CC1N1CCN(CC1)C 3-fluoro-4-(4-methyl-piperazin-1-yl)-aniline